ClC1=NC=C(C=N1)N(C)C 2-chloro-N,N-dimethyl-pyrimidin-5-amine